OC(CCCCCCC=CC=CC(=O)O)C(CCCCC)O 12,13-dihydroxy-octadecadienoic acid